BrC1=C(C=C(C=C1)Cl)COC(OCC)OCC 1-bromo-4-chloro-2-[(diethoxymethoxy)methyl]benzene